C1(=CC=CC=C1)P(C1=CC(=CC=C1)C1=CC=C2C=CC3=CC=CC4=CC=C1C2=C34)(C3=CC(=CC=C3)C3=CC=C4C=CC2=CC=CC1=CC=C3C4=C21)=O phenyl-bis(3-(pyren-1-yl)phenyl)phosphine oxide